methylsulfonyl-L-leucyl-L-phenylalanine CS(=O)(=O)N[C@@H](CC(C)C)C(=O)N[C@@H](CC1=CC=CC=C1)C(=O)O